C1(CC1)C(=O)C1=NN2C(CCC[C@H]2C2=CC=CC=C2)=N1 (S)-cyclopropyl(5-phenyl-5,6,7,8-tetrahydro-[1,2,4]triazolo[1,5-a]pyridin-2-yl)methanone